FC1=CC=C(C=C1)CN1C(C(=CC2=CC(=CN=C12)C1=CC=C(C=C1)S(=O)(=O)C)C(=O)NC1CC2(C1)CCC2)=O 1-(4-fluorophenylmethyl)-6-(4-(methylsulfonyl)phenyl)-2-oxo-N-(spiro[3.3]hept-2-yl)-1,2-dihydro-1,8-naphthyridine-3-carboxamide